NN1C(NC2=CC(=CC=C2C1=N)Br)=O 3-Amino-7-bromo-4-imino-3,4-dihydroquinazolin-2(1H)-one